The molecule is a prostaglandin carboxylic acid anion that is the conjugate base of prostaglandin G1, obtained by deprotonation of the carboxy group; major species at pH 7.3. It has a role as a human metabolite. It is a conjugate base of a prostaglandin G1. CCCCC[C@@H](/C=C/[C@H]1[C@H]2C[C@@H]([C@@H]1CCCCCCC(=O)[O-])OO2)OO